NC1=C(C=C(C(=O)OC)C=C1)C#N methyl 4-amino-3-cyanobenzoate